COC1=CC=C(CNC2=CC=C3C(C=C(N(C3=C2)C)C(F)(F)F)=O)C=C1 7-((4-methoxybenzyl)amino)-1-methyl-2-(trifluoromethyl)quinolin-4(1H)-one